N1=CC=C2N1CCN(C2)C2=CC(=C(C=N2)N)N 6-(6,7-dihydropyrazolo[1,5-a]pyrazin-5(4H)-yl)pyridine-3,4-diamine